FC(CCOS(=O)(=O)OCCC(F)F)F Bis(3,3-difluoropropyl)sulfate